4,5-dimethyl-2-((3-oxo-3H-pyrazolo[4,5,1-ij][1,6]naphthyridin-4(5H)-yl)methyl)benzofuran-7-carboxylic acid CC1=C(C=C(C2=C1C=C(O2)CN2CC1=CC=CN3C1=C(C2=O)C=N3)C(=O)O)C